tert-Butyl ((1-(2-hydroxyethyl)-9H-xanthen-9-yl)methyl)carbamate OCCC1=CC=CC=2OC3=CC=CC=C3C(C12)CNC(OC(C)(C)C)=O